3-(3-(4-(3-((6-((6-acetyl-8-cyclopentyl-5-methyl-7-oxo-7,8-dihydropyrido[2,3-d]pyrimidin-2-yl)amino)pyridin-3-yl)oxy)propyl)piperidin-1-yl)phenyl)-piperidine-2,6-dione C(C)(=O)C1=C(C2=C(N=C(N=C2)NC2=CC=C(C=N2)OCCCC2CCN(CC2)C=2C=C(C=CC2)C2C(NC(CC2)=O)=O)N(C1=O)C1CCCC1)C